N-(4-(4-amino-1-((4-hydroxy-1-(1H-1,2,4-triazole-1-carbonyl)piperidin-2-yl)methyl)-1H-pyrazolo[3,4-d]pyrimidin-3-yl)benzyl)-5-fluoro-2-methoxybenzamide NC1=C2C(=NC=N1)N(N=C2C2=CC=C(CNC(C1=C(C=CC(=C1)F)OC)=O)C=C2)CC2N(CCC(C2)O)C(=O)N2N=CN=C2